Propyl 1-methyl-3-(3-(3-methyl-5-(5-methyl-1,2,4-oxadiazol-3-yl)benzamido)propanamido)-1H-pyrazole-5-carboxylate CN1N=C(C=C1C(=O)OCCC)NC(CCNC(C1=CC(=CC(=C1)C1=NOC(=N1)C)C)=O)=O